OC1=C(C=C(C=C1C(C)(C)C)OCCOC(C(=C)C)=O)N1N=C2C(=N1)C=CC=C2C(C)(C)C 2-[2'-hydroxy-5'-(β-methacryloyloxyethoxy)-3'-tert-butylphenyl]-4-tert-butyl-2H-benzotriazole